2-(2-(1H-benzo[d]imidazol-5-yl)-5-methylpiperidin-1-yl)-N-(6-amino-5-ethylpyridin-3-yl)-2-oxoacetamide N1C=NC2=C1C=CC(=C2)C2N(CC(CC2)C)C(C(=O)NC=2C=NC(=C(C2)CC)N)=O